CC1=C(C(=O)[O-])C=CC=C1OC 2-methyl-3-methoxybenzoate